[Si](C)(C)(C(C)(C)C)OCC=1N=C(SC1C(=O)[O-])C1C(C1)(F)F 4-(((tert-butyldimethylsilyl)oxy)methyl)-2-(2,2-difluorocyclopropyl)thiazole-5-carboxylate